(-)-1-[(3S*,4R*)-4-(2,6-difluoro-4-methoxyphenyl)-2-oxopyrrolidin-3-yl]-3-(4-ethyl-phenyl)urea FC1=C(C(=CC(=C1)OC)F)[C@H]1[C@@H](C(NC1)=O)NC(=O)NC1=CC=C(C=C1)CC |o1:10,11|